1-[(4-chlorophenyl)methyl]-2-[3-(trifluoromethoxy)phenoxy]-1H-imidazole-5-carboxylic acid methyl ester COC(=O)C1=CN=C(N1CC1=CC=C(C=C1)Cl)OC1=CC(=CC=C1)OC(F)(F)F